COC(\C=C\C1=C(C=CC=C1)Br)=O (E)-3-(2-bromophenyl)acrylic acid methyl ester